C(CCC)N1C(C2=CN=CC=C2C(=C1)C1=CC(=C(OC2CCN(CC2)C(=O)OC(C)(C)C)C(=C1)OC)OC)=O tert-butyl 4-(4-(2-butyl-1-oxo-1,2-dihydro-2,7-naphthyridin-4-yl)-2,6-dimethoxyphenoxy)piperidine-1-carboxylate